FC1=CC(=C(C=C1)C(=O)N1CC(C1)(O)[C@H]1NCCCC1)NC1=C(C=C(C=C1)I)F 1-({4-fluoro-2-[(2-fluoro-4-iodophenyl)amino]Phenyl}carbonyl)-3-[(2S)-piperidin-2-yl]Azetidin-3-ol